S(=O)(=O)=C=C(C(=O)[O-])N sulfonyl-aminoacrylate